pyridin-2-carboxamidin N1=C(C=CC=C1)C(=N)N